N-((3R,4R,5R,6R)-4,5-dihydroxy-6-(hydroxymethyl)tetrahydro-2H-pyran-3-yl)-1,1,1-trifluoromethanesulfonamide O[C@@H]1[C@@H](CO[C@@H]([C@@H]1O)CO)NS(=O)(=O)C(F)(F)F